BrC1=CC(C(N)C(=C1)F)([N+](=O)[O-])F 4-bromo-2,6-difluoro-2-nitroaniline